[3-(4-methyl-piperazin-1-yl)-azetidin-1-yl]-methanone CN1CCN(CC1)C1CN(C1)C=O